Br.Br.C1(=CC=CC=C1)C1(CCCCC1)C(CCCCN)N (1-phenylcyclohexyl)-1,5-pentanediamine dihydrobromide